[Te].[Te].N1=C(C=CC=C1)C1=NC=CC=C1 bipyridyl ditellurium